(S)-N-(3'-(1-acetyl-4-acryloylpiperazin-2-yl)-5'-chloro-[1,1'-biphenyl]-3-yl)acetamide C(C)(=O)N1[C@H](CN(CC1)C(C=C)=O)C=1C=C(C=C(C1)Cl)C1=CC(=CC=C1)NC(C)=O